CC(CO)CCCCCCCCCCCCC(CO)C 2,15-dimethyl-1,16-hexadecanediol